N1CCC(CC1)C1=CC=CC2=C1OCCN2C2C(NC(CC2)=O)=O 3-(8-(piperidin-4-yl)-2H-benzo[b][1,4]oxazin-4(3H)-yl)piperidine-2,6-dione